BrC=1C(=C(OC(C(C)=O)=CN(C)C)C=CC1)F 3-(3-bromo-2-fluorophenoxy)-4-(dimethylamino)but-3-en-2-one